N-formyl-tryptamine ethyl-(E)-8-[3-[(1R,3R)-3-(benzyloxycarbonylamino)cyclohexyl]-1-bromo-8-chloro-imidazo[1,5-a]pyrazin-5-yl]oct-7-enoate C(C)OC(CCCCC\C=C\C1=CN=C(C=2N1C(=NC2Br)[C@H]2C[C@@H](CCC2)NC(=O)OCC2=CC=CC=C2)Cl)=O.C(=O)NCCC2=CNC1=CC=CC=C21